N1N=C(C2=C1CCOCC2)C(=O)N 4,5,7,8-tetrahydro-1H-oxepino[4,5-c]pyrazole-3-carboxamide